tert-Butyl 4-(1-fluoro-1-((4-(trifluoromethyl)phenyl)sulfonyl)ethyl)piperidine-1-carboxylate FC(C)(S(=O)(=O)C1=CC=C(C=C1)C(F)(F)F)C1CCN(CC1)C(=O)OC(C)(C)C